1-[1-[4-(1-amino-1-methyl-ethyl)phenyl]pyrazol-3-yl]-3-chroman-4-yl-urea NC(C)(C)C1=CC=C(C=C1)N1N=C(C=C1)NC(=O)NC1CCOC2=CC=CC=C12